CCCCC/C=C\C/C=C\C/C=C\C=C\[C@H](CCCC(=O)O)OO 5(S)-hydroxyperoxy-6E,8Z,11Z,14Z-icosatetraenoic acid